BrC=1N(C(=C(N1)Br)Br)CC(C)O 1-(2,4,5-tribromo-1H-imidazol-1-yl)propan-2-ol